OC1=C(C(=CC(=C1)OC)OC)C(C=CC1=CC(=C(C=C1)CCC1=CC=CC=C1)OC)=O 1-(2-Hydroxy-4,6-dimethoxyphenyl)-3-[3-methoxy-4-(2-phenylethyl)phenyl]prop-2-en-1-one